C1(=CC=CC2=CC=CC=C12)C(O)=NO naphthalenehydroximic acid